CC(CC(=O)N)(CNC)C 3,3-dimethyl-4-(methylamino)butanamide